8-(1-bromoethyl)-3,6-dimethyl-2-(piperidin-1-yl)quinazolin-4(3H)-one BrC(C)C=1C=C(C=C2C(N(C(=NC12)N1CCCCC1)C)=O)C